5-((1H-pyrrol-2-yl)methyl)-1-(4-fluoro-3-nitrobenzyl)-N-(3-((S)-1-hydroxyethyl)phenyl)-7-methyl-4,5,6,7-tetrahydro-1H-pyrazolo[4,3-c]pyridine-3-carboxamide N1C(=CC=C1)CN1CC2=C(C(C1)C)N(N=C2C(=O)NC2=CC(=CC=C2)[C@H](C)O)CC2=CC(=C(C=C2)F)[N+](=O)[O-]